(S,E)-ethyl 3-(3-(1-hydroxyethyl)-1,2,4-oxadiazol-5-yl)acrylate O[C@@H](C)C1=NOC(=N1)/C=C/C(=O)OCC